3-Methyl-5-(N-(2-(piperazin-1-yl)benzyl)-N-phenethylsulfamoyl)benzofuran-2-carboxylic acid CC1=C(OC2=C1C=C(C=C2)S(N(CCC2=CC=CC=C2)CC2=C(C=CC=C2)N2CCNCC2)(=O)=O)C(=O)O